F.F.CCO.CCO.CCO tris(2-ethanol)-dihydrofluoride salt